C(#N)C1=CNC2=C(C=CC(=C12)C)NS(=O)(=O)C=1C=NN(C1)CC(C)(C)C#N N-(3-Cyano-4-methyl-1H-indol-7-yl)-1-(2-cyano-2-methyl-propyl)pyrazol-4-sulfonamid